zinc-aluminum phosphate hydrate O.P(=O)([O-])([O-])[O-].[Al+3].[Zn+2]